(trans)-2-((2-((3-(((tert-butyldimethylsilyl)oxy)methyl)-4-(5,5-dimethyl-1,3,2-dioxaborinan-2-yl)-5-methylphenyl)amino)-5-chloropyrimidin-4-yl)amino)cyclohexane-1-carbonitrile [Si](C)(C)(C(C)(C)C)OCC=1C=C(C=C(C1B1OCC(CO1)(C)C)C)NC1=NC=C(C(=N1)N[C@H]1[C@@H](CCCC1)C#N)Cl